4-((2-(3-(2-(tert-Butylamino)-2-oxoethoxy)phenyl)-6-ethoxy-quinazolin-4-yl)amino)benzoic acid C(C)(C)(C)NC(COC=1C=C(C=CC1)C1=NC2=CC=C(C=C2C(=N1)NC1=CC=C(C(=O)O)C=C1)OCC)=O